C1(NC(C2C1=CC=NC2)=O)=O pyrrolo[3,4-d]pyridine-1,3(2H,4H)-dione